(2,2,2-trifluoroethyl) (perfluoro-tert-butyl) sulfide FC(C(C(F)(F)F)(C(F)(F)F)SCC(F)(F)F)(F)F